OC1C(OC=C1CO)=O hydroxy-4-(hydroxymethyl)-2(3H)-furanone